O(C1=C2C=CC(OC2=C2C(=C1)C=CC=C2F)(C2=CC=C(C=C2)OC)C2=CC=C(C=C2)OC)C2=C1C=CC(OC1=C1C(=C2)C=CC=C1F)(C1=CC=C(C=C1)OC)C1=CC=C(C=C1)OC 5,5'-oxybis(10-fluoro-2,2-bis(4-methoxyphenyl)-2H-benzo[H]chromene)